COC1=C(CNC=2N=CC=C3C2SC(=C3)C(=O)N)C=CC(=C1)OC 7-((2,4-Dimethoxybenzyl)amino)thieno[2,3-c]pyridine-2-carboxamide